tert-butyl (R)-(9-(6-(3-((tert-butoxycarbonyl)amino)-3-(cyclopropylcarbamoyl)pyrrolidin-1-yl)-3-fluoro-2-(trifluoromethyl)benzyl)-9H-purin-6-yl)carbamate C(C)(C)(C)OC(=O)N[C@]1(CN(CC1)C1=CC=C(C(=C1CN1C2=NC=NC(=C2N=C1)NC(OC(C)(C)C)=O)C(F)(F)F)F)C(NC1CC1)=O